N-(1'-isopropyl-[1,4'-bipiperidin]-4-yl)-5-(8-methoxy-[1,2,4]triazolo[1,5-a]pyridin-6-yl)-4-(2,2,2-trifluoroethyl)-1H-pyrazole-3-carboxamide C(C)(C)N1CCC(CC1)N1CCC(CC1)NC(=O)C1=NNC(=C1CC(F)(F)F)C=1C=C(C=2N(C1)N=CN2)OC